methyl 3-[5-(4-cyano-3-{[(2S)-1-(1H-tetrazol-1-yl)propan-2-yl]oxy}phenyl)pyrazolo[1,5-a]pyrimidin-3-yl]benzoate C(#N)C1=C(C=C(C=C1)C1=NC=2N(C=C1)N=CC2C=2C=C(C(=O)OC)C=CC2)O[C@H](CN2N=NN=C2)C